ClC=1C(=CC(=C(CN[C@](C(=O)O)(CO)C)C1)OCC1CN(CCC1)C)OCC1=C(C(=CC=C1)C1=CC2=C(OCCO2)C=C1)C (2S)-2-((5-Chloro-4-((3-(2,3-dihydrobenzo[b][1,4]dioxin-6-yl)-2-methylbenzyl)oxy)-2-((1-methylpiperidin-3-yl)methoxy)benzyl)amino)-3-hydroxy-2-methylpropanoic acid